(pyrimidin-5-yl)acetamide N1=CN=CC(=C1)CC(=O)N